C(C)(C)OC1=NC=CC=C1C(C(=O)O)N1C[C@@H](CC1)CCCCCC1=NC=2NCCCC2C=C1 2-(2-isopropoxypyridin-3-yl)-2-((R)-3-(5-(5,6,7,8-tetrahydro-1,8-naphthyridin-2-yl)pentyl)pyrrolidin-1-yl)acetic acid